CN(C1CN(C1)CC1CC(NC1)=O)C 4-[[3-(dimethylamino)azetidin-1-yl]methyl]pyrrolidin-2-one